benzyl-3'-(benzyloxy)-2H-spiro[isoquinoline-3,4'-piperidin]-1(4H)-one C(C1=CC=CC=C1)N1CC(C2(CC1)NC(C1=CC=CC=C1C2)=O)OCC2=CC=CC=C2